2-benzyl-N-(8-fluoro-3-quinolyl)-2,4-dimethyl-pent-4-enamide C(C1=CC=CC=C1)C(C(=O)NC=1C=NC2=C(C=CC=C2C1)F)(CC(=C)C)C